6-(4-isopropyl-3-(5-(1-(2-methoxyethyl)piperidin-4-yl)pyridin-2-yl)-1H-pyrazol-5-yl)-8-methoxy-[1,2,4]triazolo[1,5-a]pyridine C(C)(C)C=1C(=NNC1C=1C=C(C=2N(C1)N=CN2)OC)C2=NC=C(C=C2)C2CCN(CC2)CCOC